NC1=CC=C(OP2(=NP(=NP(=N2)(OC2=CC=C(C=C2)N)OC2=CC=C(C=C2)N)(OC2=CC=C(C=C2)N)OC2=CC=C(C=C2)N)OC2=CC=C(C=C2)N)C=C1 hexa(4-aminophenoxy)-cyclotriphosphazene